C(C)(C)(C)OC(=O)N1CC(CCCC1)OCCCC1=C(C=CC2=CC(=CC(=C12)OS(=O)(=O)C(F)(F)F)O[Si](C(C)C)(C(C)C)C(C)C)F tert-butyl-3-{3-[2-fluoro-8-(trifluoromethanesulfonyloxy)-6-[(triisopropylsilyl)oxy]naphthalen-1-yl]propoxy}azepane-1-carboxylate